2-(4-fluoro-2,3,6-trimethylphenyl)-4,4,5,5-tetramethyl-1,3,2-dioxaborolane FC1=C(C(=C(C(=C1)C)B1OC(C(O1)(C)C)(C)C)C)C